FC=1C=C(C=CC1)C1=CC(=CC=C1)CC1N(CC2(CC2)C1CS(=O)(=O)N)C(C(C)C)=O (6-((3'-fluoro-[1,1'-biphenyl]-3-yl)methyl)-5-isobutyryl-5-azaspiro[2.4]heptan-7-yl)methanesulfonamide